CC1(CCC=2C(=NNC2C1)C=1NC2=CC(=C(C=C2C1)F)N(C([C@H](C)N1CCN(CC1)C(=O)O)=O)C)C (S)-4-(1-((2-(6,6-dimethyl-4,5,6,7-tetrahydro-1H-indazol-3-yl)-5-fluoro-1H-indol-6-yl)(methyl)amino)-1-oxopropan-2-yl)piperazine-1-carboxylic acid